2-chloro-4'-methyl-1,1'-biphenyl ClC1=C(C=CC=C1)C1=CC=C(C=C1)C